C(CCC)(=O)OCCCCCCCCCCCCCCCCCCCC icosanyl butyrate